OCCCCCCOC1=CC=C(C(=O)O)C=C1 p-(6-hydroxyhexyloxy)benzoic acid